COC(/C(=C/OC)/OC1=C(C=CC(=C1)N1N=C(C=C1)OC(C)C)C)=O (Z)-2-[5-(3-Isopropoxypyrazol-1-yl)-2-methyl-phenoxy]-3-methoxy-prop-2-enoic acid methyl ester